C(C)(C)C1=C(C=CC=C1)C=1C=2C=C(CC2C=C2CCCC12)C 8-(2-isopropylphenyl)-6-methyl-1,2,3,5-tetrahydro-s-indacene